FC1=C(N(C=C1)C)C(=O)OCC Ethyl 3-fluoro-1-methyl-1H-pyrrole-2-carboxylate